2-(3-Piperidin-1-yl-propyl)-3H-quinazolin-4-one N1(CCCCC1)CCCC1=NC2=CC=CC=C2C(N1)=O